ClC1=CC(=C(C=C1)C1(OC2=C(O1)C=CC=C2C2CCN(CC2)CC2=NC1=C(N2CC2=CN=CN2CC)C=C(C=C1)C(=O)[O-])C)F.[NH4+] Ammonium 2-({4-[2-(4-chloro-2-fluorophenyl)-2-methyl-1,3-benzodioxol-4-yl]piperidin-1-yl}methyl)-1-[(1-ethyl-1H-imidazol-5-yl)methyl]-1H-benzimidazole-6-carboxylate